(phenyl-sulfanyl)-methyl vinyl ketone C(=C)C(=O)CSC1=CC=CC=C1